Cl.FC1=C(CN2CCN(CC2)C(=O)O)C=CC=C1NC(=O)OC1=CC=CC=C1 4-(2-fluoro-3-((phenoxycarbonyl)amino)benzyl)piperazine-1-carboxylate hydrochloride